ClC1=CC=C(C(=N1)C(=O)O)N[C@H](C)C1=C2N=C(C(=NC2=CC(=C1)C)C#N)Cl (R)-6-chloro-3-((1-(3-chloro-2-cyano-7-methylquinoxalin-5-yl)ethyl)amino)picolinic acid